CC(=CCC/C(=C/CC/C(=C/CC/C(=C\\COP(=O)(O)OP(=O)(O)O)/C)/C)/C)C The molecule is a geranylgeranyl diphosphate. It has a role as a human metabolite and a mouse metabolite. It is a conjugate acid of a 2-cis,6-trans,10-trans-geranylgeranyl diphosphate(3-).